6-Chloro-3-[(1R)-1-[2-(5,7-dihydro-4H-pyrazolo[1,5-c][1,3]oxazin-3-yl)-3,6-dimethyl-4-oxo-chromen-8-yl]ethoxy]pyridine-2-carboxamide ClC1=CC=C(C(=N1)C(=O)N)O[C@H](C)C=1C=C(C=C2C(C(=C(OC12)C=1C=NN2COCCC21)C)=O)C